(E)-N-(2-(9-ethoxy-10-methoxy-2-((4-methoxy-2,6-dimethylphenyl)imino)-4-oxo-6,7-dihydro-2H-pyrimido[6,1-a]isoquinolin-3(4H)-yl)ethyl)-4-hydroxy-1-methyl-1H-1,2,3-triazole-5-carboxamide C(C)OC=1C=C2CCN3C(C2=CC1OC)=C\C(\N(C3=O)CCNC(=O)C3=C(N=NN3C)O)=N/C3=C(C=C(C=C3C)OC)C